O=C1NC(CCC1N1C(C2=CC=C(C=C2C1=O)NCCCC1CCN(CC1)C(=O)OC(C)(C)C)=O)=O tert-butyl 4-(3-((2-(2,6-dioxopiperidin-3-yl)-1,3-dioxoisoindolin-5-yl)amino)propyl)-piperidine-1-carboxylate